C(C)(C)OC(CC(C)C)=O isovaleric acid isopropyl ester